methylimino-dimethyl-oxo-λ6-sulfane CN=S(=O)(C)C